FC(OC1=C(C=C(C=C1)F)B1OC(C(O1)(C)C)(C)C)F 2-[2-(difluoromethoxy)-5-fluoro-phenyl]-4,4,5,5-tetramethyl-1,3,2-dioxaborolane